C(C)OC(CCC)=O.C(CCC)(=O)OCC ethyl butanoate Ethyl-Butyrate